C(C)(C)O[Al]OC(C)C di-i-propoxyaluminum